N-(2-chloro-6-(cyclopropylamino)-3-nitrophenyl)acetamide cis-tert-Butyl-2-(2-((benzo[d]thiazol-2-ylthio)methyl)cyclopropyl)acetate C(C)(C)(C)OC(C[C@H]1[C@H](C1)CSC=1SC2=C(N1)C=CC=C2)=O.ClC2=C(C(=CC=C2[N+](=O)[O-])NC2CC2)NC(C)=O